C(CCCCCC(C(=O)N)(C)C1=CC(=C(C(=C1)C(C)(C)C)O)C(C)(C)C)C(C(=O)N)(C)C1=CC(=C(C(=C1)C(C)(C)C)O)C(C)(C)C 1,6-hexanediylbis[3,5-bis(1,1-dimethylethyl)-4-hydroxyphenylpropaneamide]